(4R)-5,5-diphenyl-4-(propan-2-yl)-1,3-oxazolidin-2-one C1(=CC=CC=C1)C1([C@H](NC(O1)=O)C(C)C)C1=CC=CC=C1